FC=1C=CC2=C(NC(=NS2(=O)=O)NCC2=CC(=CC=C2)F)C1[C@H](C)C1=C(C=CC=C1)F (R)-6-fluoro-3-((3-fluorobenzyl)amino)-5-(1-(2-fluorophenyl)ethyl)-4H-benzo[e][1,2,4]thiadiazine 1,1-dioxide